tert-butyl (4-(8-(3-formyl-3',4',5'-trimethoxy-[1,1'-biphenyl]-4-yl)-4,5-dihydrobenzo[b]thieno[2,3-d]oxepine-9-carboxamido)benzyl)carbamate C(=O)C=1C=C(C=CC1C=1C(=CC2=C(OCCC3=C2SC=C3)C1)C(=O)NC1=CC=C(CNC(OC(C)(C)C)=O)C=C1)C1=CC(=C(C(=C1)OC)OC)OC